1-[(8S)-4-[benzyl-[(2,4-dimethoxyphenyl)methyl]amino]-8-methoxy-5,6,7,8-tetrahydroquinazolin-2-yl]-2-methyl-indole-4-carbonitrile C(C1=CC=CC=C1)N(C1=NC(=NC=2[C@H](CCCC12)OC)N1C(=CC=2C(=CC=CC12)C#N)C)CC1=C(C=C(C=C1)OC)OC